ClC=1C(C(=C(C(C1Cl)=O)C#N)C#N)=O 4,5-dichloro-3,6-dioxocyclohexane-1,4-diene-1,2-dinitrile